C1(CCCCC1)P(C1=C(C(=CC=C1OC)OC)C1=C(C=C(C=C1C(C)C)C(C)C)C(C)C)C1CCCCC1 dicyclohexyl(2',4',6'-triisopropyl-3,6-di-methoxy-[1,1'-biphenyl]-2-yl)phosphine